rubidium methyl benzenedisulfonate C=1(C(=CC=CC1)S(=O)(=O)[O-])S(=O)(=O)OC.[Rb+]